5-(chloromethyl)-3-(thiophen-2-yl)-1,2,4-oxadiazole ClCC1=NC(=NO1)C=1SC=CC1